(4-Cyclobutyl-2,6-dimethoxyphenyl)boronic acid C1(CCC1)C1=CC(=C(C(=C1)OC)B(O)O)OC